S1C=NC2=C1C=CC(=C2)CN(C(C(=O)O)=O)[C@H](C)C(C)(C)C (R)-2-((benzo[d]thiazol-5-ylmethyl)(3,3-dimethylbutan-2-yl)amino)-2-oxoacetic acid